C(C)(C)(C)C1=C(O)C(=C(C(=C1C(C)(C)C)O)C(C)(C)C)C(C)(C)C 2,3,5,6-tetra-t-butylhydroquinone